1-(((chlorosulfonyl)oxy)methyl)cyclopentane-1-carboxylic acid ethyl ester C(C)OC(=O)C1(CCCC1)COS(=O)(=O)Cl